4-(2-cyclopropyl-6-{6-[(oxetan-3-ylamino)methyl]-1-oxo-3H-isoindol-2-yl}pyridin-4-yl)-3-(4-methyl-1,2,4-triazol-3-yl)benzonitrile C1(CC1)C1=NC(=CC(=C1)C1=C(C=C(C#N)C=C1)C1=NN=CN1C)N1C(C2=CC(=CC=C2C1)CNC1COC1)=O